ClC=1C=C(OCCC(=O)O)C=CC1 3-(3-chlorophenoxy)propanoic acid